4-dimethyl-(t-butyl)siloxystyrene C[Si](OC1=CC=C(C=C)C=C1)(C(C)(C)C)C